ClC1=CC(=C(OC=2C=C(C=C(C2)C)C=2C3=C(C(N(C2)C)=O)NC(=C3)C(=O)NCCO)C(=C1)C)C 4-(3-(4-chloro-2,6-dimethylphenoxy)-5-methylphenyl)-N-(2-hydroxyethyl)-6-methyl-7-oxo-6,7-dihydro-1H-pyrrolo[2,3-c]pyridine-2-carboxamide